1-oxyl-2,2,6,6-tetramethyl-4-(N-butylformamido)piperidine ON1C(CC(CC1(C)C)N(C=O)CCCC)(C)C